α-maltose C([C@@H]1[C@H]([C@@H]([C@H]([C@H](O1)O[C@@H]2[C@H](O[C@@H]([C@@H]([C@H]2O)O)O)CO)O)O)O)O